2-isopropyl-7-(3-(piperidine-1-carbonyl)pyrazolo[1,5-a]Pyridin-7-yl)-3,4-dihydroisoquinoline-1(2H)-one C(C)(C)N1C(C2=CC(=CC=C2CC1)C1=CC=CC=2N1N=CC2C(=O)N2CCCCC2)=O